4-(3-fluorophenyl)-1-(5-(isopropylamino)-4-(4-(trifluoromethyl)phenyl)thiazol-2-yl)-3-methyl-1H-pyrazole-5-carboxylic acid FC=1C=C(C=CC1)C=1C(=NN(C1C(=O)O)C=1SC(=C(N1)C1=CC=C(C=C1)C(F)(F)F)NC(C)C)C